Cl.CN(C(OCC1=CC=CC=C1)=O)CCNC benzyl methyl(2-(methylamino)ethyl)carbamate hydrochloride